4-(2,4-dichlorophenyl)-3-(methylthio)-5-propyl-4H-1,2,4-triazole ClC1=C(C=CC(=C1)Cl)N1C(=NN=C1CCC)SC